tert-butyl (S)-3-(2-(benzo[b]thiophen-6-yl)-4-(methoxycarbonyl)phenoxy)pyrrolidine-1-carboxylate S1C2=C(C=C1)C=CC(=C2)C2=C(O[C@@H]1CN(CC1)C(=O)OC(C)(C)C)C=CC(=C2)C(=O)OC